3,3'-((4-bromophenyl)-methylene)bis(1H-indol-6-ol) BrC1=CC=C(C=C1)C(C1=CNC2=CC(=CC=C12)O)C1=CNC2=CC(=CC=C12)O